N-(carboxymethyl)-N,N-dimethyl-2,3-bis(oleoyloxy)propan-1-aminium C(=O)(O)C[N+](CC(COC(CCCCCCC\C=C/CCCCCCCC)=O)OC(CCCCCCC\C=C/CCCCCCCC)=O)(C)C